3-p-anisoyl-1,1-dimethylurea C(C1=CC=C(C=C1)OC)(=O)NC(N(C)C)=O